(R)-N-((S)-1-(2,4-difluorophenyl)ethyl)-2-(2,4-dioxo-1,4-dihydroquinazolin-3(2H)-yl)-4-methylpentanamide FC1=C(C=CC(=C1)F)[C@H](C)NC([C@@H](CC(C)C)N1C(NC2=CC=CC=C2C1=O)=O)=O